5-bromo-7,8-dichloro-1,2,4,9-tetrahydrospiro[carbazole-3,2'-[1,3]dioxolane] BrC1=C2C=3CC4(OCCO4)CCC3NC2=C(C(=C1)Cl)Cl